C(OC=1C=C(C=CC1)C12CCC(CC1)(CC2)NC(OC(C)(C)C)=O)([2H])([2H])[2H] tert-Butyl (4-(3-(methoxy-d3)phenyl)bicyclo[2.2.2]octan-1-yl)carbamate